N-(1-(3-chloro-phenyl)-2-hydroxy-ethyl)-1-(2-((4-fluoro-2-methoxy-phenyl)amino)-5-methylpyrimidin-4-yl)-1H-pyrrole-3-carboxamide ClC=1C=C(C=CC1)C(CO)NC(=O)C1=CN(C=C1)C1=NC(=NC=C1C)NC1=C(C=C(C=C1)F)OC